methyl 2-amino-4-bromobenzoate NC1=C(C(=O)OC)C=CC(=C1)Br